3-(5-(1-acetylpyrrolidin-3-yloxy)pyrazin-2-yl)-1H-indole-7-carbonitrile C(C)(=O)N1CC(CC1)OC=1N=CC(=NC1)C1=CNC2=C(C=CC=C12)C#N